phenylfuran-2-carboxylate C1(=CC=CC=C1)OC(=O)C=1OC=CC1